FC1=C(C(=CC(=C1)C#CC=1C=NC=CC1)F)N1C(C2(N3C1=NC=C3C=3N=CN(C3)C)CC2)=O 7'-[2,6-difluoro-4-[2-(3-pyridyl)ethynyl]phenyl]-3'-(1-methylimidazol-4-yl)spiro[cyclopropane-1,5'-imidazo[1,2-a]imidazole]-6'-one